2,3-dihydroxy-menthane OC1C(CCC(C1O)C(C)C)C